ClC1=C(C(=C(C=C1OC)OC)Cl)N1N=C(C=2CCCCC12)NC1=C(C=CC=C1[N+](=O)[O-])C (2,6-dichloro-3,5-dimethoxyphenyl)-N-(2-methyl-6-nitrophenyl)-4,5,6,7-tetrahydro-1H-indazol-3-amine